6-aminoimidazo[1,5-a]pyridine-1-carbonitrile HCl Cl.NC=1C=CC=2N(C1)C=NC2C#N